5-acetoxyvaleric acid C(C)(=O)OCCCCC(=O)O